N-[(1R)-1-(3,3-difluoro-2H-benzofuran-7-yl)ethyl]-6-iodo-7-methoxy-2-methyl-quinazolin-4-amine FC1(COC2=C1C=CC=C2[C@@H](C)NC2=NC(=NC1=CC(=C(C=C21)I)OC)C)F